6-(cyclopropanecarbonyl)-3,6-diazabicyclo[3.2.1]octane-3-carboxylate C1(CC1)C(=O)N1C2CN(CC(C1)C2)C(=O)[O-]